P(=O)([O-])(F)F.C1(=CC=CC=C1)[Si+2]C1=CC=CC=C1.P(=O)([O-])(F)F Diphenyl-silicon difluorophosphate